CN(C)CC=1C=C(SC1)\C=N\NC(=O)C=1OC(=CC1)C1=CC=C(C=C1)OCC (E)-N'-((4-((dimethylamino)methyl)thiophen-2-yl)methylene)-5-(4-ethoxyphenyl)furan-2-carbohydrazide